(d)-1-methyl-1H-pyrazol-4-amine CN1N=CC(=C1)N